C(C)(C)(C)OC(NC1=NNC(C2=CC=C(C=C12)C=1C=NN(C1C1=C(C=CC(=C1)N1N=CC=C1)C#N)C)=O)=O (7-(5-(2-cyano-5-(1H-pyrazol-1-yl)phenyl)-1-methyl-1H-pyrazol-4-yl)-4-oxo-3,4-dihydro-phthalazin-1-yl)carbamic acid tert-butyl ester